FC1(CCN(CC1)S(=O)(=O)C=1C=C(C(=O)N2CC3(C4=CC(=CC=C24)N(S(=O)(=O)C)CC)CCC2(CC3)CC2)C=CC1)F N-(1''-(3-((4,4-difluoropiperidin-1-yl)sulfonyl)benzoyl)dispiro[cyclopropane-1,1'-cyclohexane-4',3''-indolin]-5''-yl)-N-ethylmethanesulfonamide